isoxazole-5-carboxylate O1N=CC=C1C(=O)[O-]